CC(C1=CC=CC=C1)NC=1C(C(=O)O)=CC=CC1 (α-methylbenzyl)anthranilic acid